6-chloro-4-((4'-(dimethylphosphoryl)-2-methoxy-[1,1'-biphenyl]-3-yl)amino)nicotinamide ClC1=NC=C(C(=O)N)C(=C1)NC=1C(=C(C=CC1)C1=CC=C(C=C1)P(=O)(C)C)OC